N-(2-((R)-4-Cyanothiazolidin-3-yl)-2-oxoethyl)-6-((R*)-3-methyl-2-oxopyrrolidin-1-yl)quinoline-4-carboxamide C(#N)[C@H]1N(CSC1)C(CNC(=O)C1=CC=NC2=CC=C(C=C12)N1C([C@@H](CC1)C)=O)=O |o1:24|